OC1=CC(=C(C=C1)C=1[Se]C(=CC1C#N)C1=C(C=C(C=C1)O)Cl)Cl 2,5-bis(4-hydroxy-2-chlorophenyl)selenophene-3-carbonitrile